4-((2-fluorophenyl)ethynyl)-N-((3-methyloxetan-3-yl)methyl)benzamide tert-butyl-2-(3-methyl-4-(4,4,5,5-tetramethyl-1,3,2-dioxaborolan-2-yl)phenyl)propanoate C(C)(C)(C)OC(C(C)C1=CC(=C(C=C1)B1OC(C(O1)(C)C)(C)C)C)=O.FC1=C(C=CC=C1)C#CC1=CC=C(C(=O)NCC2(COC2)C)C=C1